ClC=1C(=CC2=C(NC(CO2)=O)C1)OC(C)C 6-Chloro-7-isopropoxy-2,4-dihydro-1,4-benzoxazin-3-one